C1=CC=C(C=2OC3=C(C21)C=CC=C3)C3=CC=C(C=C3)NC3=CC=C(C=C3)C3=CC=C(C=C3)C3=CC=CC=C3 N-[4-(dibenzofuran-4-yl)phenyl]-4-amino-p-terphenyl